heptadecyl acrylate (HEPTADECYL ACRYLATE) C(CCCCCCCCCCCCCCCC)C(C(=O)O)=C.C(C=C)(=O)OCCCCCCCCCCCCCCCCC